NC1=CC(=C(OC=2N=C(SC2C(C)=O)C)C=C1)OC 1-[4-(4-amino-2-methoxy-phenoxy)-2-methyl-thiazol-5-yl]ethanone